IC([2H])([2H])[2H] Iodo(2H3)methane